C(C)OC(=O)C=1SC(=CC1)C#CCO 5-(3-hydroxy-prop-1-yn-1-yl)thiophene-2-carboxylic acid ethyl ester